9,10-dihydro-1-[(4-hydroxyphenyl)methyl]-4-methoxy-2,7-phenanthrenediol OC1=CC=C(C=C1)CC1=C(C=C(C=2C3=CC=C(C=C3CCC12)O)OC)O